[Si](C)(C)(C(C)(C)C)OC=1C=C2C(=NN(C2=CC1)C1OCCCC1)C1=NC(=NC(=C1)N1CCCC1)SC 5-((tert-butyldimethylsilyl)oxy)-3-(2-(methylthio)-6-(pyrrolidin-1-yl)pyrimidin-4-yl)-1-(tetrahydro-2H-pyran-2-yl)-1H-indazole